2-(3,5-dichloro-4-(2-chloro-4-hydroxy-3-isopropylbenzyl)phenoxy)acetic acid ClC=1C=C(OCC(=O)O)C=C(C1CC1=C(C(=C(C=C1)O)C(C)C)Cl)Cl